cis-tert-butyl 3-methyl-1-propionyl-6-azabicyclo[3.1.1]heptane-6-carboxylate CC1CC2(N(C(C1)C2)C(=O)OC(C)(C)C)C(CC)=O